3-[1-(2,2,2-trifluoroethyl)pyrazol-4-yl]-7,8-dihydro-5H-1,6-naphthyridin FC(CN1N=CC(=C1)C=1C=NC=2CCNCC2C1)(F)F